ClC1=C(C=NN1CC(C)(O)C)NC1=NC2=CC(=C(C=C2C=N1)C)[C@H]1[C@@H](CN(CC1)C1COC1)F |o1:23,24| (3S,4S) or (3R,4R)-1-[5-chloro-4-({7-[3-fluoro-1-(oxetan-3-yl)piperidin-4-yl]-6-methylquinazolin-2-yl}amino)-1H-pyrazol-1-yl]-2-methylpropan-2-ol